N1=CC(=CC=C1)/C(=C/C(=O)O)/[2H] (E)-3-(pyridin-3-yl)acrylic acid-3-d